N1=NC(N=CC1=O)=O 1,2,4-triazine-3,6-dione